OC12C(C=3C=CSC3N=C2N(CC1)C1=CC=C(C=C1)OC(F)(F)F)=O 9-hydroxy-12-[4-(trifluoromethoxy)phenyl]-4-thia-2,12-diazatricyclo[7.3.0.03,7]dodeca-1,3(7),5-trien-8-one